CC=1C=C(C=CC1C(F)(F)F)C12CN(CC2C1)C(=O)C1CC2(C1)NC(OC2)=O (rac)-(2s,4s)-2-(1-(3-Methyl-4-(trifluoromethyl)phenyl)-3-azabicyclo[3.1.0]hexan-3-carbonyl)-7-oxa-5-azaspiro[3.4]octan-6-on